OC1(CCC(CC1)=O)C1=CC=CC=C1 4-hydroxy-4-phenylcyclohexanone